5-(2,3-dichloro-6-methoxyphenyl)pyridin-1-ium bromide [Br-].ClC1=C(C(=CC=C1Cl)OC)C=1C=CC=[NH+]C1